{1,4,7-triazecane-1,7-diylbis[methylene(2-hydroxy-5-methyl-3,1-phenylene)azanediyl(2-oxoethane-2,1-diyl)]}bis(phosphonic acid) N1(CCNCCN(CCC1)CC=1C(=C(C=C(C1)C)NC(CP(O)(O)=O)=O)O)CC=1C(=C(C=C(C1)C)NC(CP(O)(O)=O)=O)O